((2R,3S,4S,5S)-5-(4-aminopyrrolo[2,1-f][1,2,4]triazin-7-yl)-2-cyano-3,4-bis((ethoxycarbonyl)oxy)tetrahydrofuran-2-yl)methyl propionate C(CC)(=O)OC[C@]1(O[C@H]([C@@H]([C@@H]1OC(=O)OCC)OC(=O)OCC)C1=CC=C2C(=NC=NN21)N)C#N